O1CCN(CC1)C1=CC(=NC(=C1)S(=O)(=O)C1=CC=CC=C1)C=1C=NC(=NC1)N 5-(4-morpholino-6-(phenylsulfonyl)pyridin-2-yl)pyrimidin-2-amine